1-oxo-1,2-dihydroisoquinolin O=C1NC=CC2=CC=CC=C12